ClC=1C=C(C=NC1N1N=CC=N1)NC(=O)C1CC(C2=C1C=NC=1N2N=CC1F)(C)C N-(5-chloro-6-(2H-1,2,3-triazol-2-yl)pyridin-3-yl)-3-fluoro-8,8-dimethyl-7,8-dihydro-6H-cyclopenta[e]pyrazolo[1,5-a]pyrimidine-6-carboxamide